1-[4-[benzenesulfonyl(methyl)amino]phenyl]-7-fluoro-5-methyl-2,3,4,9-tetrahydro-1H-pyrido[3,4-b]indole-3-carboxylic acid C1(=CC=CC=C1)S(=O)(=O)N(C1=CC=C(C=C1)C1NC(CC2=C1NC1=CC(=CC(=C21)C)F)C(=O)O)C